tert-butyl 4-(2-amino-4-chloro-7H-pyrrolo[2,3-d]pyrimidin-6-yl)-5,6-dihydropyridin-1(2H)-carboxylate NC=1N=C(C2=C(N1)NC(=C2)C2=CCN(CC2)C(=O)OC(C)(C)C)Cl